2-(2-(4,4-difluoroazepan-1-yl)-7-fluoroquinoline-3-carboxamido)oxazole-5-carboxamide FC1(CCN(CCC1)C1=NC2=CC(=CC=C2C=C1C(=O)NC=1OC(=CN1)C(=O)N)F)F